4-[1-(3-Chloro-phenyl)-1H-[1,2,3]triazol-4-yl]-piperidine, dihydrochloride Cl.Cl.ClC=1C=C(C=CC1)N1N=NC(=C1)C1CCNCC1